BrC1=C(OC(=C1)C(F)(F)F)NC(=O)OCC[Si](C)(C)C 3-bromo-5-trifluoromethyl-2-{2-(trimethylsilyl)ethoxycarbonylamino}furan